C(C)(C)(C)OC(=O)NC=1C(=C(C=C2C=C(N=CC12)NC=1C=C2C(OC(C2=CC1)(C)C)=O)C1=C(C2=C(OCCN2)N=C1)C)F 7-(8-((tert-butoxycarbonyl)amino)-3-((1,1-dimethyl-3-oxo-1,3-dihydroisobenzofuran-5-yl)amino)-7-fluoroisoquinolin-6-yl)-8-methyl-2,3-dihydro-1H-pyrido[2,3-b][1,4]oxazine